FC=1C=C2C(=C(C=NC2=CC1OC)C#N)N1CCC2(CCN(C2)S(=O)(C)=N)CC1 6-fluoro-4-{2-[imino(methyl)oxo-λ6-sulfanyl]-2,8-diazaspiro[4.5]decan-8-yl}-7-methoxyquinoline-3-carbonitrile